trans-1-ethyl-2-propyl-3-methylcyclohex-4-en-1,2-dicarboxylate C(C)C1(C(C(C=CC1)C)(C(=O)[O-])CCC)C(=O)[O-]